N-{(3R)-1-[4-({(1R)-1-[2-fluoro-3-(trifluoromethyl)phenyl]ethyl}amino)-2-methylpyrido[3,4-d]pyrimidin-6-yl]pyrrolidin-3-yl}acetamide FC1=C(C=CC=C1C(F)(F)F)[C@@H](C)NC=1C2=C(N=C(N1)C)C=NC(=C2)N2C[C@@H](CC2)NC(C)=O